disulphite S(=O)([O-])OS(=O)[O-]